4-bromo-2-(2-fluorophenoxy)-5-methyl-benzoic acid methyl ester COC(C1=C(C=C(C(=C1)C)Br)OC1=C(C=CC=C1)F)=O